5-(tert-butyl)-N-(6-azaspiro[3.4]oct-2-yl)-1,2,4-oxadiazole-3-carboxamide trifluoroacetate FC(C(=O)O)(F)F.C(C)(C)(C)C1=NC(=NO1)C(=O)NC1CC2(C1)CNCC2